2-((1S,6R)-6-amino-2,2-difluorocyclohexyl)-3-bromo-N-(but-2-yn-1-yl)-5-chlorothieno[3,2-b]pyridin-7-amine N[C@@H]1CCCC([C@H]1C1=C(C2=NC(=CC(=C2S1)NCC#CC)Cl)Br)(F)F